Cl\C(\CNC(OC(C)(C)C)=O)=N/O tert-butyl (Z)-(2-chloro-2-(hydroxyimino)ethyl)carbamate